[N-(4-Amino-5-benzoylthiazol-2-yl)-3-chloro-4-(dimethylamino)anilino]propanamid NC=1N=C(SC1C(C1=CC=CC=C1)=O)N(C1=CC(=C(C=C1)N(C)C)Cl)C(C(=O)N)C